(R)-3-methyl-cyclopentadecanone C[C@H]1CC(CCCCCCCCCCCC1)=O